4-[(E)-3-(2-Hydroxy-4-methoxyphenyl)-3-oxoprop-1-enyl]-N-methyl-N-phenylbenzamide OC1=C(C=CC(=C1)OC)C(/C=C/C1=CC=C(C(=O)N(C2=CC=CC=C2)C)C=C1)=O